O=C1N(C(C=C1)=O)CCCCCC(=O)NNC(CCCCC1SC[C@@H]2NC(N[C@@H]21)=O)=O 6-(2,5-dioxo-2,5-dihydro-1H-pyrrol-1-yl)-N'-(5-((3aS,6aR)-2-oxohexahydro-1H-thieno[3,4-d]imidazol-4-yl)pentanoyl)hexane-hydrazide